CC(CC1=NC=C2NC=NC2=N1)C (2-methylpropyl)-7H-purine